FC1=CC(=C(C=C1)N1N=CC=C(C1=O)C(=O)NC=1C=NC(=CC1)OCC(F)(F)F)OC 2-(4-fluoro-2-methoxyphenyl)-3-oxo-N-[6-(2,2,2-trifluoroethoxy)pyridin-3-yl]-2,3-dihydropyridazine-4-carboxamide